8-(5-((3,4-dichlorophenyl)difluoromethyl)-1,3,4-oxadiazol-2-yl)-6-(thiazol-5-ylmethyl)-2,6-diazaspiro[3.4]octan-5-one ClC=1C=C(C=CC1Cl)C(C1=NN=C(O1)C1CN(C(C12CNC2)=O)CC2=CN=CS2)(F)F